rel-3-(5-(difluoromethyl)-1,3,4-thiadiazol-2-yl)-8-((2S,6R)-2-(hydroxymethyl)-6-methylmorpholino)-N-(3-methyloxetan-3-yl)imidazo[1,5-a]pyridine-6-sulfonamide FC(C1=NN=C(S1)C1=NC=C2N1C=C(C=C2N2C[C@H](O[C@@H](C2)C)CO)S(=O)(=O)NC2(COC2)C)F |o1:18,20|